O=C1NC(CCC1NC1=C(CN2CCN(CC2)C2=CC=C(C=C2)NC2=NC=C(C(=N2)NCC=2C(=NC=CN2)N(S(=O)(=O)C)C)C(F)(F)F)C=CC=C1)=O N-(3-(((2-((4-(4-(2-((2,6-dioxopiperidin-3-yl)amino)benzyl)piperazin-1-yl)phenyl)amino)-5-(trifluoromethyl)pyrimidin-4-yl)amino)methyl)pyrazin-2-yl)-N-methylmethanesulfonamide